(7-Methylquinolin-6-yl)acetic acid tert-butyl ester C(C)(C)(C)OC(CC=1C=C2C=CC=NC2=CC1C)=O